N1=CC(=CC2=CC=CC=C12)B(O)O quinolin-3-ylboranediol